COC(=O)N1[C@H](CCC2=C(C=CC=C12)N)C (2S)-5-amino-2-methyl-1,2,3,4-tetrahydroquinoline-1-carboxylic acid methyl ester